(2S)-2-amino-6-diazo-5-oxohexanoic acid N[C@H](C(=O)O)CCC(C=[N+]=[N-])=O